BrC=1C=C(C=NC1OC)C(C)O 1-(5-bromo-6-methoxypyridin-3-yl)ethan-1-ol